(2S)-2-((5-(tert-butylamino)-2-(1-(tetrahydro-2H-pyran-2-yl)-1H-pyrazol-5-yl)thieno[3,2-b]pyridin-7-yl)amino)-1-butanol C(C)(C)(C)NC1=CC(=C2C(=N1)C=C(S2)C2=CC=NN2C2OCCCC2)N[C@H](CO)CC